C1(CC1)C1=NN(C(=C1)NC1C2=C(C=3N(CC1)N=NC3C)C=CC(=C2)C=2C=NN(C2)C)C N-(3-cyclopropyl-1-methyl-1H-pyrazol-5-yl)-1-methyl-9-(1-methyl-1H-pyrazol-4-yl)-6,7-dihydro-5H-benzo[c][1,2,3]triazolo[1,5-a]azepin-7-amine